P(=O)(OC(CC)(C)CCO)([O-])[O-] 2-hydroxyethylmethylpropyl phosphate